carbamoyl-cyclohexylamine C(N)(=O)NC1CCCCC1